R or S-2-amino-1-butanol N[C@@H](CO)CC |o1:1|